O1CCN(CC1)CC=1C=C(C=CC1)CN (3-(morpholinomethyl)phenyl)methylamine